FC(C(=O)O)(F)F.N1CCNC(CC1)=O 1,4-diazacycloheptan-5-one trifluoroacetate